2,6-bis(thiazol-4-yl)-3,5-dimethyl-N-methyl-4-piperidone S1C=NC(=C1)C1N(C(C(C(C1C)=O)C)C=1N=CSC1)C